methylene di-phosphonate P(OCOP([O-])=O)([O-])=O